C(C)(C)(C)OC(=O)N1[C@@H]([C@H](C1)C=1C=NC=CC1)C (2R,3S)-2-methyl-3-(pyridin-3-yl)azetidine-1-carboxylic acid tert-butyl ester